BrC1=CC=C(C=C1)[Si](Cl)(C1=CC=CC=C1)C1=CC=CC=C1 p-bromophenyldiphenylchlorosilane